CN1[C@@](CCC1)(C)/C=C/S(=O)(=O)NC(NC1=C2CCCC2=CC=2C=CCC12)=O (R,E)-2-(1,2-dimethylpyrrolidin-2-yl)-N-((1,2,3,5-tetrahydro-s-indacen-4-yl)carbamoyl)ethene-1-sulfonamide